N-benzyl-4-(4-(benzyloxy)phenyl)phthalazine-1-amine C(C1=CC=CC=C1)NC1=NN=C(C2=CC=CC=C12)C1=CC=C(C=C1)OCC1=CC=CC=C1